(S)-(2,3,4,5,6-pentafluoro-phenoxy)-phenoxy-phosphoramide FC1=C(ON(P(=O)(N)N)OC2=CC=CC=C2)C(=C(C(=C1F)F)F)F